FC=1C=C(C=C(C1)F)[C@@H]1CCN2N1C(C1(C2)CCN(CC1)C1=NC=C(C(=N1)OC)F)=O (S)-7'-(3,5-difluorophenyl)-1-(5-fluoro-4-methoxypyrimidin-2-yl)dihydro-1'H,3'H,5'H-spiro[piperidine-4,2'-pyrazolo[1,2-a]pyrazol]-1'-one